S(=O)(=O)(ON1[C@@H]2CC[C@H](N(C1=O)C2)C(NC(=O)C2=NOC=C2)=N)O (2S,5R)-2-(N-(isoxazole-3-carbonyl) carbamimidoyl)-7-oxo-1,6-diazabicyclo[3.2.1]octan-6-yl hydrogen sulfate